C(C)(=O)O[C@@H](COC1=CC=C(C=C1)C(C)(C)C1=CC(=C(C(=C1)Cl)OC[C@H](CCl)O)Cl)COC(C)C (R)-1-(4-(2-(3,5-dichloro-4-((R)-3-chloro-2-hydroxypropoxy)phenyl)propan-2-yl)phenoxy)-3-isopropoxypropan-2-yl acetate